(S)-1-((S)-1-(6-aminopyridazin-4-yl-3-d)-2-methoxyethyl)-4-(trifluoromethyl)imidazolidin-2-one NC1=CC(=C(N=N1)[2H])[C@@H](COC)N1C(N[C@@H](C1)C(F)(F)F)=O